4-bromo-2-(1-(trifluoromethyl)cyclopropyl)pyridine (Z)-6-((5-(dimethylamino)pentanoyl)oxy)-7-(octadec-9-en-1-ylamino)-7-oxoheptyl-2-hexyldecanoate CN(CCCCC(=O)OC(CCCCCOC(C(CCCCCCCC)CCCCCC)=O)C(=O)NCCCCCCCC\C=C/CCCCCCCC)C.BrC1=CC(=NC=C1)C1(CC1)C(F)(F)F